COCCNC(=O)C1=NC2=CC(=CC=C2C=N1)C1=CC(=CC=C1)NC(C=C)=O N-(2-methoxyethyl)-7-[3-(prop-2-enamido)phenyl]quinazoline-2-carboxamide